C(=O)(O)CC(C(=O)O)(CC)CC(=O)O 2,2-dicarboxymethyl-butyric acid